N1=C(N=CC=C1)C1=C(C2=CC=CC=C2C=C1)C1=CC=CC2=CC=CC=C12 pyrimidyl-binaphthyl